2-(4-but-3-ynoxybutyl)isoindoline-1,3-dione C(CC#C)OCCCCN1C(C2=CC=CC=C2C1=O)=O